C(C)NC(C(=O)OC1CCCCC1)=O cyclohexyl N-ethyloxamate